NCC=1C=C(C=CC1)C=1C=C(C2=C(C(=CO2)COC2=C(C=CC=C2)CC(=O)O)C1)NCC(C)C 2-(2-((5-(3-(aminomethyl)phenyl)-7-(isobutylamino)benzofuran-3-yl)methoxy)phenyl)acetic acid